FC1(CC12CC(C2)NC(OCC2=CC=CC=C2)=O)F benzyl ((3s,5s)-1,1-difluorospiro[2.3]hexan-5-yl)carbamate